(3R)-linalool CC(=CCC[C@](C)(C=C)O)C